NC1=C(SC2=NC(=CC=C21)C)C(=O)N[C@H]2COC1=CC(=CC=C1C2)N2C[C@H](NCC2)C(F)(F)F 3-amino-6-methyl-N-((R)-7-((S)-3-(trifluoromethyl)piperazin-1-yl)chroman-3-yl)thieno[2,3-b]pyridine-2-carboxamide